2-(piperidin-4-yl)-1,4-dihydroisoquinolin-3(2H)-one N1CCC(CC1)N1CC2=CC=CC=C2CC1=O